ClC=1C(=C(C=CC1)NC1=C(NC=2CCCC(C12)=O)C1=C(C=NC=C1)OC[C@H]1N(CCC1)C)OC 3-[(3-chloro-2-methoxyphenyl)amino]-2-(3-[[(2S)-1-methylpyrrolidin-2-yl]methoxy]pyridin-4-yl)-1,5,6,7-tetrahydroindol-4-one